ClC1=CC(=CC2=C1NC(N2C)=O)C(C(C)C(C(=O)OCC)C(=O)OCC)=O diethyl 2-(1-(7-chloro-3-methyl-2-oxo-2,3-dihydro-1H-benzo[d]imidazol-5-yl)-1-oxopropan-2-yl)malonate